9-(trans-3-hydroxycyclobutyl)-7-methyl-2-(methylsulfanyl)-7,9-dihydro-8H-purin-8-one O[C@@H]1C[C@H](C1)N1C2=NC(=NC=C2N(C1=O)C)SC